C(C)(C)(C)OC(=O)N1CCC(=CC1)C1=CC(=C(C=C1)[N+](=O)[O-])OC 4-(3-methoxy-4-nitrophenyl)-3,6-dihydropyridine-1(2H)-carboxylic acid tert-butyl ester